3-((4-((2-Ethyl-4-(6-methylpyridin-2-yl)thiazol-5-yl)oxy)pyridin-2-yl)amino)benzamide (R)-tert-butyl-[1-(2-chloro-N-methylacetamido)propan-2-yl]carbamate C(C)(C)(C)N(C(O)=O)[C@@H](CN(C(CCl)=O)C)C.C(C)C=1SC(=C(N1)C1=NC(=CC=C1)C)OC1=CC(=NC=C1)NC=1C=C(C(=O)N)C=CC1